FC(C(=O)O)(F)F.NC1=NC=C(C(=O)NC2=NN(C=C2)C(F)F)C(=C1)OC 6-amino-N-(1-(difluoromethyl)-1H-pyrazol-3-yl)-4-methoxynicotinamide trifluoroacetate